NCCCCC(=O)O 5-aminovaleric acid